1-[6-[5-[[6-(2,2-difluoroethoxy)pyridazin-3-yl]amino]benzimidazol-1-yl]-3-(1-hydroxyethyl)-2-pyridyl]-5-methyl-pyrazole-3-carbonitrile FC(COC1=CC=C(N=N1)NC1=CC2=C(N(C=N2)C2=CC=C(C(=N2)N2N=C(C=C2C)C#N)C(C)O)C=C1)F